ClC(C(F)(F)F)(F)F chloropentafluoroethane